BrC1=CC2=C(SC3=C2C=CC=C3Cl)C=3C=CC=CC13 5-Bromo-10-chloro-naphtho[1,2-b]benzothiophene